[1-[4-[methyl(tetrahydropyran-4-yl)amino]-5-oxido-6,7-dihydro-thieno[3,2-d]pyrimidin-5-ium-2-yl]azetidin-3-yl] 4-methylbenzoate CC1=CC=C(C(=O)OC2CN(C2)C=2N=C(C3=C(N2)CC[S+]3[O-])N(C3CCOCC3)C)C=C1